benzene-1,2,4-triamine C=1(C(=CC(=CC1)N)N)N